CC(C)(CCC(C)(OOC(C)(C)C)C)OOC(C)(C)C 2,5-dimethyl-2,5-di(tertiarybutylperoxy)hexane